ClC1=C(OCCCCCOCC(=O)OC(C)(C)C)C(=CC(=C1)C(C)(C)C1=CC=C(C=C1)O)C#N tert-butyl 2-((5-(2-chloro-6-cyano-4-(2-(4-hydroxyphenyl)propan-2-yl)phenoxy)pentyl) oxy)acetate